C(C=C)(=O)SC(CSC=1SC(=NN1)SCCCCCC)CC 2-acryloylthio-n-butylthio-5-n-hexylthio-1,3,4-thiadiazole